(2S,3R)-3-((2-aminopyridin-4-yl)methyl)-N2-(5-thiazolyl)-N1-((R)-1-phenylpropyl)-N2-methyl-4-oxoazetidine-1,2-dicarboxamide NC1=NC=CC(=C1)C[C@@H]1[C@H](N(C1=O)C(=O)N[C@H](CC)C1=CC=CC=C1)C(=O)N(C)C1=CN=CS1